1-(dichloromethyl)adamantane ClC(C12CC3CC(CC(C1)C3)C2)Cl